CC1(C2=CC=CC(=C2OC=2C(=CC=CC12)P(Cl)Cl)P(Cl)Cl)C (9,9-dimethyl-9H-xanthene-4,5-diyl)bis(dichlorophosphane)